5-amino-1-tert-butyl-N-(3-(7-chloro-3-(propan-2-yl)pyrazolo[1,5-a]pyridin-2-yl)prop-2-yn-1-yl)-1H-pyrazole-4-carboxamide NC1=C(C=NN1C(C)(C)C)C(=O)NCC#CC1=NN2C(C=CC=C2Cl)=C1C(C)C